BrC1=C2CN(CC2=CC(=C1)OC)CC1=CC=C(C=C1)OC 4-Bromo-6-methoxy-2-(4-methoxybenzyl)isoindoline